((R)-3-(4-Fluorophenyl)pyrrolidin-1-yl)(4-(2-hydroxy-2-methyl-3-(1H-tetrazol-1-yl)propoxy)phenyl)methanon FC1=CC=C(C=C1)[C@@H]1CN(CC1)C(=O)C1=CC=C(C=C1)OCC(CN1N=NN=C1)(C)O